CC1=CN=C(S1)C=1C=C(C(=O)O)C=C(C1)S(=O)(=O)N1CCCC1 3-(5-methylthiazol-2-yl)-5-(pyrrolidin-1-ylsulfonyl)benzoic acid